2-butyl-7-isobutyl-1-(4-methoxybenzyl)-1H-imidazo[4,5-d]pyridazin-4-amine C(CCC)C1=NC=2C(=C(N=NC2N)CC(C)C)N1CC1=CC=C(C=C1)OC